ClC1=C(C=CC=C1)C1=NOC(=C1COC1C[C@H]2CC[C@@H](C1)N2C(=O)N2CC=1C=CC=C(C1C2)C(=O)O)C2CC2 2-((1R,3R,5S)-3-((3-(2-chlorophenyl)-5-cyclopropylisoxazol-4-yl)methoxy)-8-azabicyclo[3.2.1]octane-8-carbonyl)isoindoline-4-carboxylic acid